5,8-dibromo-2-phenyl-3-(3',4'-difluorophenyl)-6,7-didodecyloxy-quinoxaline BrC1=C2N=C(C(=NC2=C(C(=C1OCCCCCCCCCCCC)OCCCCCCCCCCCC)Br)C1=CC=CC=C1)C1=CC(=C(C=C1)F)F